FC(OC1=C(C=CC=C1)[C@H]1CCN2N1C=1C=C(C=CC1C2=O)C=2C=NC(=NC2)C(C)(C)O)F (R)-3-(2-(difluoromethoxy)phenyl)-6-(2-(2-hydroxy-prop-2-yl)pyrimidin-5-yl)-2,3-dihydropyrazolo[1,2-a]indazol-9(1H)-one